(2-methyl-1-(((3-(methylthio)pyridin-2-yl)methyl)amino)-1-oxopropan-2-yl)carbamic acid tert-butyl ester C(C)(C)(C)OC(NC(C(=O)NCC1=NC=CC=C1SC)(C)C)=O